3-(3-aminophenyl)benzene NC=1C=C(C=CC1)C=1C=CC=CC1